8-[(2S,SR)-4-[(4-fluorophenyl)(1,3-thiazol-4-yl)methyl]-2,5-dimethylpiperazin-1-yl]-5-methyl-6-oxo-5,6-dihydro-1,5-naphthyridine-2-carbonitrile FC1=CC=C(C=C1)C(N1C[C@@H](N(C[C@@H]1C)C1=CC(N(C=2C=CC(=NC12)C#N)C)=O)C)C=1N=CSC1 |&1:13|